7-amino-1,2,3,4-tetrahydroquinolin-2-one NC1=CC=C2CCC(NC2=C1)=O